2-(phenylsulfonylamino)-N-(4-(3-pyridyl)thiazol-2-yl)-4-chlorobenzamide C1(=CC=CC=C1)S(=O)(=O)NC1=C(C(=O)NC=2SC=C(N2)C=2C=NC=CC2)C=CC(=C1)Cl